ClC=1C(=CC(=C(C=O)C1)OCC1CCCCC1)OCC1=C(C(=CC=C1)C1=CC2=C(OCCO2)C=C1)C 5-chloro-2-(cyclohexylmethoxy)-4-((3-(2,3-dihydrobenzo[b][1,4]dioxin-6-yl)2-methylbenzyl)oxy)benzaldehyde